(3-cyclopropyl-1-(2-(1,1-difluoroethyl)-6-(oxetan-3-yl)pyridin-4-yl)-1H-pyrazolo[4,3-c]pyridin-6-yl)acetamide C1(CC1)C1=NN(C2=C1C=NC(=C2)CC(=O)N)C2=CC(=NC(=C2)C2COC2)C(C)(F)F